F[B-](F)(F)F.ClC=1C=2C3=C(C=[NH+]C3=CC1)C=CC2 6-chlorobenzo[cd]Indolium tetrafluoroborate